CS(=O)(=O)OCCCCCCCCNC(=O)OC(C)(C)C 8-(tert-Butoxycarbonylamino)octyl methanesulfonate